4-(3-methylphenoxy)phenol CC=1C=C(OC2=CC=C(C=C2)O)C=CC1